Bis-dodecyl-ethane-1,2-diamine C(CCCCCCCCCCC)C(C(N)CCCCCCCCCCCC)N